C1(CC1)C(=O)C=1N=C2N(N1)[C@@H](C[C@@H]2F)C2=C(C(=CC(=C2)F)F)F cyclopropyl-((5S,7S)-7-fluoro-5-(2,3,5-trifluorophenyl)-6,7-dihydro-5H-pyrrolo[1,2-b][1,2,4]triazol-2-yl)methanone